C([C@@H](C(=O)O)N)SSC[C@@H](C(=O)O)N.Cl.Cl L-(-)-cystine dihydrochloride